(4S)-4-[3-(4-{2-[(3R,5R)-3,5-dimethylmorpholine-4-carbonyl]-4-fluorophenyl}-1-methyl-1H-indazol-6-yl)azetidin-1-yl]-5-methylhexanal C[C@H]1N([C@@H](COC1)C)C(=O)C1=C(C=CC(=C1)F)C1=C2C=NN(C2=CC(=C1)C1CN(C1)[C@@H](CCC=O)C(C)C)C